C(C)S(=O)(=O)N1CCN(CC1)C1=CC=C(C=N1)C1=NNC=2C1=NN(C(C2)=O)C2=C(C=CC=C2C)F 3-(6-(4-(ethylsulfonyl)piperazin-1-yl)pyrid-3-yl)-5-(2-fluoro-6-methylphenyl)-1H-pyrazolo[4,3-c]pyridazin-6(5H)-one